2-(2-(cyclopropanesulfonamido)thiazol-4-yl)-N-(2'-methoxy-[1,1'-biphenyl]-4-yl)acetamide C1(CC1)S(=O)(=O)NC=1SC=C(N1)CC(=O)NC1=CC=C(C=C1)C1=C(C=CC=C1)OC